C(C)(=O)C1C(C1C(=O)O)(C)C 3-acetyl-2,2-dimethylcyclopropane-1-carboxylic acid